3-bromo-4-[1-methyl-4-(trifluoromethyl)imidazol-2-yl]benzonitrile BrC=1C=C(C#N)C=CC1C=1N(C=C(N1)C(F)(F)F)C